OC1=C(C(N(C=C1C)C)=O)NC(NC(CC(=O)OCC)C1=CC(=CC=C1)OC1=CC=CC=C1)=O ethyl 3-(3-(4-hydroxy-1,5-dimethyl-2-oxo-1,2-dihydro pyridin-3-yl)ureido)-3-(3-phenoxyphenyl)propanoate